2,2,6,6-tetramethyl-4-piperidinodecylamine CC(CN)(CC(CC(CCCC)(C)C)N1CCCCC1)C